2-Bromo-5-chloro[1,2,4]triazolo[1,5-c]quinazoline BrC1=NN2C(=NC=3C=CC=CC3C2=N1)Cl